chloro-1-(3-(1-tetrahydropyrrolyl)-1H-indenyl)-1,1-diisopropylsilane Cl[Si](C(C)C)(C(C)C)C1C=C(C2=CC=CC=C12)N1CCCC1